C(C=C)(=O)OCCCP(=O)=C(O)C[N+](C)(C)C acryloyloxypropylphosphorylcholin